BrC1=C(C=CC=C1)C1=CC=CC=C1 2-bromo-1,1'-biphenyl